C[Si](C)(C)C#CC=1C=C(C=CC1)[C@@H]1[C@H](C1)C(=O)N (1S,2S)-2-(3-((trimethylsilyl)ethynyl)phenyl)cyclopropane-1-carboxamide